BrC1=C(C=CC=C1)C(C(CC(C(C(C(F)(F)F)(F)F)(F)F)(F)F)C1=CC=CC=C1)=O 1-(2-bromophenyl)4,4,5,5,6,6,7,7,7-nonafluoro-2-phenylheptan-1-one